N[C@H]1CCC2=CC(=CC=C12)N1C(=NC=2C1=NC(=CC2C)C=2SC=CN2)C=2C(=NC=CC2)N (S)-3-(3-(1-amino-2,3-dihydro-1H-inden-5-yl)-7-methyl-5-(thiazol-2-yl)-3H-imidazo[4,5-b]pyridin-2-yl)pyridin-2-amine